N-(3-(4-((1R,5S)-3,8-diazabicyclo[3.2.1]octan-3-yl)-2-((1-methylpyrrolidin-2-yl)methoxy)quinazolin-7-yl)phenyl)acetamide [C@H]12CN(C[C@H](CC1)N2)C2=NC(=NC1=CC(=CC=C21)C=2C=C(C=CC2)NC(C)=O)OCC2N(CCC2)C